C(CCCCCCCCC)(=O)[O-].C(CCCCCCC)[Sn+]CCCCCCCC dioctyl-tin monodecanate